3-Methyl-5-phenylpentyl-4-methoxybenzoat CC(CCOC(C1=CC=C(C=C1)OC)=O)CCC1=CC=CC=C1